C(C)(=O)OC1=CC2=CC=C(C(=C2C(=C1)OCOC)Cl)F [5-chloro-6-fluoro-4-(methoxymethoxy)-2-naphthyl] acetate